benzyl (S)-(2-(2-(3-aminopyrrolidin-1-yl)ethoxy)ethyl)carbamate N[C@@H]1CN(CC1)CCOCCNC(OCC1=CC=CC=C1)=O